C(C=C)(=O)N1[C@H](CN(C[C@H]1C)C1=NC(N2C3=C(C(=C(C=C13)C(F)(F)F)C1=CC=C(C=C1)F)SCC(C2)COC)=O)C 8-((3S,5R)-4-acryloyl-3,5-dimethylpiperazin-1-yl)-11-(4-fluorophenyl)-3-(methoxymethyl)-10-(trifluoromethyl)-3,4-dihydro-[1,4]thiazepino[2,3,4-ij]quinazolin-6(2H)-one